5-((1R,3r,5S)-8-azabicyclo[3.2.1]octan-3-yl)-N-(3-chloro-4-(pyridin-2-ylmethoxy)phenyl)-7H-pyrrolo[2,3-d]pyrimidin-4-amine [C@H]12CC(C[C@H](CC1)N2)C2=CNC=1N=CN=C(C12)NC1=CC(=C(C=C1)OCC1=NC=CC=C1)Cl